3-(3-fluoro-4-methoxyphenyl)propionic acid ethyl ester C(C)OC(CCC1=CC(=C(C=C1)OC)F)=O